6-methyl-4-(4,4,5,5-tetramethyl-1,3,2-dioxaborolan-2-yl)-1-trityl-pyrazolo[3,4-b]pyridine CC1=CC(=C2C(=N1)N(N=C2)C(C2=CC=CC=C2)(C2=CC=CC=C2)C2=CC=CC=C2)B2OC(C(O2)(C)C)(C)C